7-(3,4-dimethoxyphenyl)-N-(4-ethoxyphenyl)pyrazolo[1,5-a]pyrimidine COC=1C=C(C=CC1OC)C1=CC=NC=2N1N(CC2)C2=CC=C(C=C2)OCC